2-[(6-[[2-(4-[2-azaspiro[3.5]non-7-ylmethyl]piperidin-1-yl)-5-chloropyrimidin-4-yl]amino]-1-isopropyl-2-oxoquinolin-3-yl)oxy]-N-methylacetamide C1NCC12CCC(CC2)CC2CCN(CC2)C2=NC=C(C(=N2)NC=2C=C1C=C(C(N(C1=CC2)C(C)C)=O)OCC(=O)NC)Cl